C(C)OC=1C=C(C=CC1S(NC1=CC(=CC=C1)OC(F)(F)F)(=O)=O)NC([C@H](C1=CC=CC=C1)O)=O (S)-N-(3-ethoxy-4-(N-(3-(trifluoromethoxy)phenyl)sulfamoyl)phenyl)-2-hydroxy-2-phenylacetamide